[Co]=O.[Ni].[Co].[Fe] iron-cobalt-nickel-cobalt oxide